N,N'-di(4-nitrophenyl)-ethylenediamine [N+](=O)([O-])C1=CC=C(C=C1)NCCNC1=CC=C(C=C1)[N+](=O)[O-]